FC1(CCN(CCC1)C1=NC2=CC=NC=C2C=C1C(=O)NC=1C=C(C(=O)O)C=CC1)F 3-(2-(4,4-difluoroazepan-1-yl)-1,6-naphthyridine-3-carboxamido)benzoic acid